2-[(5,5-dimethyl-3-phenylimino-cyclohexen-1-yl)amino]acetic acid CC1(CC(C=C(C1)NCC(=O)O)=NC1=CC=CC=C1)C